ethyl-3-Butylimidazole C(C)C1=NC=CN1CCCC